O[C@H]1[C@@H](CCC1)S(=O)(=O)Cl (1R,2R)-2-hydroxycyclopentane-1-sulfonyl chloride